CC=C(C(=O)O)C1CCCCC1 methylcyclohexyl-acrylic acid